ClC=1N=C(C2=C(N1)C=CC=N2)NC2CCCCC1=C2C=CC=C1 2-Chloro-N-{6,7,8,9-tetrahydro-5H-benzo[7]annulen-5-yl}pyrido[3,2-d]pyrimidin-4-amine